FC=1C=C(C=C(C1)C(F)(F)F)C1=NNC=N1 3-(3-fluoro-5-(trifluoromethyl)phenyl)-1H-1,2,4-triazole